5-dimethylamino-thieno[3,2-b]thiophene CN(C1=CC=2SC=CC2S1)C